Acetylarginyltryptophyl-Diphenylglycin C(C)(=O)N[C@@H](CCCNC(N)=N)C(=O)N[C@@H](CC1=CNC2=CC=CC=C12)C(=O)C(N(C1=CC=CC=C1)C1=CC=CC=C1)C(=O)O